CC(C)(C)[Mg]I 1,1-dimethylethyl-magnesium iodide